3-(4-((2-chloropyrrolo[2,1-f][1,2,4]triazin-4-yl)amino)-1H-imidazol-1-yl)-5-cyclopropyl-N-methylbenzamide ClC1=NN2C(C(=N1)NC=1N=CN(C1)C=1C=C(C(=O)NC)C=C(C1)C1CC1)=CC=C2